(R)-2-((5-Chloro-4-((3-(2,3-dihydrobenzo[b][1,4]dioxin-6-yl)-2-methylbenzyl)oxy)-2-(4,4,4-trifluorobutoxy)benzyl)amino)-3-hydroxy-2-methylpropanoic acid ClC=1C(=CC(=C(CN[C@@](C(=O)O)(CO)C)C1)OCCCC(F)(F)F)OCC1=C(C(=CC=C1)C1=CC2=C(OCCO2)C=C1)C